BrC1=C(C=NC=C1)NC1=C(C=C(C=C1)F)Br 4-Bromo-N-(2-bromo-4-fluorophenyl)pyridin-3-amine